ClC1=CC=C(C=C1)C1=C(CCC(C1)(C)C)CN1CCN(CC1)C1=CC=C(C=C1)S(=O)(=O)NC(C1=CC(=CC=C1)OCC1=CC(=CC=C1)C)=O N-([4-[4-[[2-(4-chlorophenyl)-4,4-dimethylcyclohexen-1-yl]methyl]piperazin-1-yl]phenyl]sulfonyl)-3-((3-methylbenzyl)oxy)benzamide